FC(O[C@@H]1CN(CC1)CCO[C@H](C)C1=CC=CC=N1)F 6-((R)-1-(2-((S)-3-(difluoromethoxy)pyrrolidin-1-yl)ethoxy)ethyl)pyridin